2-(1-(3-hydroxyphenyl)ethyl)-6-(methylcarbamoyl)isonicotinic acid OC=1C=C(C=CC1)C(C)C=1C=C(C(=O)O)C=C(N1)C(NC)=O